tris((p-aminophenoxy)phenyl)ethane tert-butyl-4-[2-(2,6-difluoro-4-nitro-phenyl)acetyl]piperazine-1-carboxylate C(C)(C)(C)OC(=O)N1CCN(CC1)C(CC1=C(C=C(C=C1F)[N+](=O)[O-])F)=O.NC1=CC=C(OC2=C(C=CC=C2)C(C)(C2=C(C=CC=C2)OC2=CC=C(C=C2)N)C2=C(C=CC=C2)OC2=CC=C(C=C2)N)C=C1